(2R,4S,6S)-2,6-DIMETHYLOXAN-4-OL C[C@H]1O[C@H](CC(C1)O)C